C1N(CCC12CNCC2)C=2C=NC(=NC2)N2C(C1=C(NC=3N=NC(=CC31)C3=C(C=CC=C3)O)CC2)C 2-(6-(5-(2,7-Diazaspiro[4.4]nonan-2-yl)pyrimidin-2-yl)-5-methyl-6,7,8,9-tetrahydro-5H-pyrido[3',4':4,5]pyrrolo[2,3-c]pyridazin-3-yl)phenol